2-(2,6-dioxopiperidin-3-yl)-5-((3-(5-fluoroindoline-1-yl)azetidine-1-yl)methyl)isoindoline-1,3-dione O=C1NC(CCC1N1C(C2=CC=C(C=C2C1=O)CN1CC(C1)N1CCC2=CC(=CC=C12)F)=O)=O